(R)-4-ethyl-3,10-dioxo-4,7,8,10-tetrahydro-1H,3H-spiro[pyrano[3,4-f]indolizine-6,2'-[1,3]dioxolan]-4-yl ((R)-1-phenylethyl)carbamate C1(=CC=CC=C1)[C@@H](C)NC(O[C@]1(C(OCC=2C(N3CCC4(OCCO4)C3=CC21)=O)=O)CC)=O